F[C@H]1CN(CC[C@H]1NC1=C2C=C(N(C2=CC=C1)CC(F)(F)F)C1=NOC(=N1)CNC(=O)C=1N(C=CC1)CC(C)C)C N-{[3-(4-{[(3S,4R)-3-fluoro-1-methylpiperidin-4-yl]amino}-1-(2,2,2-trifluoroethyl)-1H-indol-2-yl)-1,2,4-oxadiazol-5-yl]methyl}-1-(2-methylpropyl)-1H-pyrrole-2-carboxamide